Tert-butyl 4-(((2S)-4-(azetidin-1-yl)-2-(4-(methoxycarbonyl)phenyl) piperidin-1-yl)methyl)-5-methoxy-7-methyl-1H-indole-1-carboxylate N1(CCC1)C1C[C@H](N(CC1)CC1=C2C=CN(C2=C(C=C1OC)C)C(=O)OC(C)(C)C)C1=CC=C(C=C1)C(=O)OC